BrC=1C=CC=C2C(=NC=NC12)N1C(N(C(CC1)=O)CC1=CC=C(C=C1)OC)=O 1-(8-bromoquinazolin-4-yl)-3-[(4-methoxyphenyl)methyl]Hexahydropyrimidine-2,4-dione